C12C(CCC(C1)C2)=O norpinanone